NC=1C=2N(C3=C(N1)C=NC(=C3)C(=O)N3[C@H]1C4=C(O[C@@H](CC3)C1)C=C(C=C4)OC(F)(F)F)C(=NC2)C (4-amino-1-methylimidazo[1,5-a]pyrido[3,4-e]pyrazin-8-yl)((2S,6R)-9-(trifluoromethoxy)-3,4-dihydro-2H-2,6-methanobenzo[b][1,5]oxazocin-5(6H)-yl)methanone